C(CCC)N[C@@H](C(=O)NCCN1CC2=CC=CC=C2CC1)CC1=CNC2=CC=CC=C12 (R)-2-(butylamino)-N-(2-(3,4-dihydroisoquinolin-2(1H)-yl)ethyl)-3-(1H-indol-3-yl)propanamide